OC1C(OC2=C(O1)C=CC=C2N2CCNCC2)O 2,3-Dihydroxy-5-(piperazin-1-yl)-2,3-dihydro-1,4-benzodioxine